3-[4-(hydroxymethyl)-1-(2,2,2-trifluoroethyl)-1H-indol-2-yl]prop-2-yn OCC1=C2C=C(N(C2=CC=C1)CC(F)(F)F)C#CC